6-chloro-N-{3-[2-(4-chloro-3-fluorophenoxy)acetamido]bicyclo[1.1.1]pent-1-yl}-8-methyl-4-oxo-4H-1-benzopyran-2-carboxamide ClC=1C=C(C2=C(C(C=C(O2)C(=O)NC23CC(C2)(C3)NC(COC3=CC(=C(C=C3)Cl)F)=O)=O)C1)C